CN1N=C(C(=C1)C=1C=CC=C2C(=NC=NC12)N[C@H](CN1CCN(CC1)S(=O)(=O)C1=CC2=C(NC(S2)=O)C=C1)C)C(F)(F)F 6-({4-[(2S)-2-({8-[1-methyl-3-(trifluoromethyl)-1H-pyrazol-4-yl]quinazolin-4-yl}amino)propyl]piperazin-1-yl}sulfonyl)-2,3-dihydro-1,3-benzothiazol-2-one